SILYLBENZOPINACOL [SiH3]C1=C(C=CC=C1)C(O)(C1=CC=CC=C1)C(O)(C1=CC=CC=C1)C1=CC=CC=C1